C(C)C1=C(C(=O)O)C=CC=C1.CC1=C(C(=O)OCC)C=CC=C1 ethyl 2-methylbenzoate (ethyl benzoate)